1-ethoxycarbonyl-3-ethoxycarbonyl-thioxanthone C(C)OC(=O)C1=CC(=CC=2SC3=CC=CC=C3C(C12)=O)C(=O)OCC